C(C)(=O)NC1=CCCC1 acetamidocyclopentene